4-(1-chloro-3-(5-(difluoromethyl)-1,3,4-thiadiazol-2-yl)-6-(N-(1-(fluoromethyl)cyclopropyl)sulfamoyl)imidazo[1,5-a]pyridin-8-yl)-N-methylpiperazine-1-carboxamide ClC=1N=C(N2C1C(=CC(=C2)S(NC2(CC2)CF)(=O)=O)N2CCN(CC2)C(=O)NC)C=2SC(=NN2)C(F)F